CC1=NC(=NO1)C1=CC=C2C(=N1)NC=C2C2=NC(=NC=C2C(F)(F)F)N[C@@H]2CN[C@H](CC2)C 4-[6-(5-methyl-1,2,4-oxadiazol-3-yl)-1H-pyrrolo[2,3-b]pyridin-3-yl]-N-[(3S,6S)-6-methyl-3-piperidyl]-5-(trifluoromethyl)pyrimidin-2-amine